(2-iodoethynyl)-t-butyldiphenylsilane IC#C[Si](C1=CC=CC=C1)(C1=CC=CC=C1)C(C)(C)C